C1=CC(=CC=C1C2=COC3=CC(=CC(=C3C2=O)O)O)O The molecule is 7-Hydroxyisoflavone with additional hydroxy groups at positions 5 and 4'. It is a phytoestrogenic isoflavone with antioxidant properties. It has a role as an antineoplastic agent, a tyrosine kinase inhibitor, an EC 5.99.1.3 [DNA topoisomerase (ATP-hydrolysing)] inhibitor, a phytoestrogen and a plant metabolite. It is a conjugate acid of a genistein(1-).